CC1=C(C=C(OC[C@H]2N(CC2)C(=O)OC(C)(C)C)C=C1)C(NC1(CC1)C1=C2C=CC(=NC2=CC(=C1)C1=CN=C(S1)C)C)=O tert-butyl (S)-2-((4-methyl-3-((1-(2-methyl-7-(2-methylthiazol-5-yl)quinolin-5-yl)cyclopropyl)carbamoyl)phenoxy)methyl)azetidine-1-carboxylate